3-[(4R)-4-(propan-2-yl)cyclohex-1-en-1-yl]propanal CC(C)[C@H]1CC=C(CC1)CCC=O